6,10-dimethyl-2-methylen-undec-5,9-dienal CC(=CCCC(C=O)=C)CCC=C(C)C